1H-pyrimidinone N1C(N=CC=C1)=O